3-(1-amino-1-methylethyl)-1-({3,4-difluoro-2-[(2-fluoro-4-iodophenyl)amino]phenyl}carbonyl)azetidin-3-ol NC(C)(C)C1(CN(C1)C(=O)C1=C(C(=C(C=C1)F)F)NC1=C(C=C(C=C1)I)F)O